CC1=C(C(=C(C(=C1)C(=O)O)C(=O)O)C)NS(=O)(=O)C1=C(C(=CC=C1)C=O)Cl dimethyl-4-[(2-chloro-3-formyl-phenyl)sulfonamido]benzene-1,2-dicarboxylic acid